5-((3-(2-cyclopropyl-6-(trifluoromethyl)pyridin-4-yl)-1H-1,2,4-triazole-1-yl)methylene)-2,4-dioxane C1(CC1)C1=NC(=CC(=C1)C1=NN(C=N1)C=C1OCOCC1)C(F)(F)F